(R)-2-Amino-6-(3-((6-morpholinopyrimidin-4-yl)amino)piperidin-1-yl)pyrimidin-4-ol NC1=NC(=CC(=N1)O)N1C[C@@H](CCC1)NC1=NC=NC(=C1)N1CCOCC1